[Cl-].C(CCC)[N+](CC(=O)NN)(CCCC)CCCC N,N-dibutyl-N-(2-hydrazino-2-oxoethyl)-1-butyl-ammonium chloride